3-amino-6-ethyl-4-(7-fluoro-1H-indazol-4-yl)-1H-1,7-phenanthrolin-2-one NC=1C(NC2=C3C=CC=NC3=C(C=C2C1C1=C2C=NNC2=C(C=C1)F)CC)=O